NC(CCC(C(=O)OC(C)(C)C)N1C(C2=CC=CC(=C2C1)OCC1=CC=C(C=C1)CNCCOC)=O)=O tert-Butyl 5-amino-2-(4-(4-((2-methoxyethylamino)methyl) benzyloxy)-1-oxoisoindolin-2-yl)-5-oxopentanoate